C(#N)C1=C(C=C(C(=C1F)F)F)F ortho-cyanotetrafluorobenzene